6-aminocaproyl-phosphate NCCCCCC(=O)OP(=O)([O-])[O-]